ClC1=C(C=C(C=C1)N1CC(C2=NC(=CC=C21)C#N)(C)C)F 1-(4-chloro-3-fluorophenyl)-3,3-dimethyl-2,3-dihydro-1H-pyrrolo[3,2-b]pyridine-5-carbonitrile